C1(=CC=CC=C1)C(CCN)C1=CC=CC=C1 3,3-Diphenylpropylamine